6-chloro-[1,3]thiazolo[4,5-c]pyridin ClC1=CC2=C(C=N1)N=CS2